C1(CC1)C1=NC=NC(=C1C=1N=C(C2=C(N1)C=CN2CCN(C)C)OCC2=CC=C(C=C2)C=2N(C=C(N2)C(F)(F)F)C)OC 2-[2-(4-cyclopropyl-6-methoxy-pyrimidin-5-yl)-4-[[4-[1-methyl-4-(trifluoromethyl)imidazol-2-yl]phenyl]methoxy]pyrrolo[3,2-d]pyrimidin-5-yl]-N,N-dimethyl-ethanamine